ClC1=CC(=C(C=C1)S(=O)(=O)N1CC2=C(CC1)SC=C2C2=NOC(=N2)C(F)(F)F)C 3-(5-((4-chloro-2-methylphenyl)sulfonyl)-4,5,6,7-tetrahydrothieno[3,2-c]pyridin-3-yl)-5-(trifluoromethyl)-1,2,4-oxadiazole